FC(OC1=CC=C(C=C1)C(C#CC1=CC=CC=C1)=O)(F)F 1-(4-trifluoromethoxyphenyl)-3-phenylprop-2-yn-1-one